(S)-4-(3,5-Difluoro-benzyl)-pyrrolidine FC=1C=C(C[C@H]2CCNC2)C=C(C1)F